3-(2,6-difluoro-3,5-dimethoxyphenyl)-1-ethyl-7-(phenylsulfonyl)-1,3,4,7-tetrahydro-2H-pyrrolo[3',2':5,6]pyrido[4,3-d]pyrimidine-2-thione FC1=C(C(=C(C=C1OC)OC)F)N1C(N(C2=C(C1)C=NC1=C2C=CN1S(=O)(=O)C1=CC=CC=C1)CC)=S